The molecule is a 2-pyranone in which the hydrogens at positions 4 and 6 of 2H-pyran-2-one are replaced by hydroxy and 2-oxoheptadecyl groups respectively. It is a member of 2-pyranones, a ketone and a heteroaryl hydroxy compound. CCCCCCCCCCCCCCCC(=O)CC1=CC(=CC(=O)O1)O